7,9-dimethoxy-10H-[1,3]dioxolo[4,5-b]xanthen-10-one COC=1C=C2OC=3C=C4C(=CC3C(C2=C(C1)OC)=O)OCO4